COC1=C(C(=O)OC(C(CC(C)(C)C)(C)C)OS(=O)(=O)ON2[C@@H]3CC[C@H](N(C2=O)C3)C(N)=O)C(=CC=C1)OC (((((1R,2S,5R)-2-carbamoyl-7-oxo-1,6-diazabicyclo[3.2.1]octan-6-yl) oxy) sulfonyl) oxy)-2,2,4,4-tetramethylpentyl 2,6-dimethoxybenzoate